4-aminothiazole hydrochloride Cl.NC=1N=CSC1